ClC=1C=C(C=CC1F)NC1=CC(N(C=2N(C(N(C(C21)=O)C2=CC=C(C=C2)F)=O)C2=CC=C(C=C2)F)C)=O 5-[(3-chloro-4-fluorophenyl)amino]-1,3-bis(4-fluorophenyl)-8-methylpyrido[2,3-d]pyrimidine-2,4,7(1H,3H,8H)-trione